4-(2-(4-(dispiro[adamantane-2,3'-[1,2,4]trioxolane-5',1''-cyclohexan]-3''-yl)phenoxy)ethyl)morpholine C12(CC(CCC1)C1=CC=C(OCCN3CCOCC3)C=C1)OC1(OO2)C2CC3CC(CC1C3)C2